2-methyl-9-oxo-11-{4-[(1-oxohexadecyl) oxy] butyl}-2,8-diaza-5,10-dioxapentadec-15-yl hexadecanoate C(CCCCCCCCCCCCCCC)(=O)OCCCCC(OC(NCCOCCN(C)C)=O)CCCCOC(CCCCCCCCCCCCCCC)=O